N1=C(C=CC=C1)N1CCCC2=NC(=CC=C12)C1(CCC1)C1=NC=2C(=NC=C(C2)C(F)(F)F)N1 1-(pyridin-2-yl)-6-{1-[6-(trifluoromethyl)-3H-imidazo[4,5-b]pyridin-2-yl]cyclobutyl}-1,2,3,4-tetrahydro-1,5-naphthyridine